C1(=CC=CC=C1)C(C(C(CC(=O)C1=CC=CC=C1)C1CC1)C1=CC=CC=C1)=O 1,2,5-triphenyl-3-cyclopropyl-1,5-pentanedione